COC(C1=C(C=C(C=C1F)Br)NCC1=C(C=C(C=C1)OC)OC)=O 4-bromo-2-[(2,4-dimethoxyphenyl)methylamino]-6-fluoro-benzoic acid methyl ester